FC(C=1NC2=C(N1)C=CC=C2)(F)F 2-trifluoromethyl-3H-benzimidazol